ClC=1C=C(C=C(C1)NS(=O)(=O)C)NC(=O)C=1C=NN(C1)C1=NC=C(C=C1OCC1=CC(=CC(=C1)F)F)OC1CCOCC1 N-(3-chloro-5-(methylsulfonamido)phenyl)-1-(3-((3,5-difluorobenzyl)oxy)-5-((tetrahydro-2H-pyran-4-yl)oxy)pyridin-2-yl)-1H-pyrazole-4-carboxamide